N-(5-(5-(difluoromethoxy)-2-(hydroxymethyl)-2,3-dihydrobenzofuran-6-yl)-1-((2-(trimethylsilyl)ethoxy)methyl)-1H-pyrazol-4-yl)pyrazolo[1,5-a]Pyrimidine-3-carboxamide FC(OC=1C(=CC2=C(CC(O2)CO)C1)C1=C(C=NN1COCC[Si](C)(C)C)NC(=O)C=1C=NN2C1N=CC=C2)F